ClC1=C2C=CC=NC2=CC=C1CC(=O)O 2-(5-chloroquinolin-6-yl)acetic acid